C(CCC)[C@H]1N(S(C2=C(N(C1)C1=CC=CC=C1)C=C(C(=C2)OCC2(CC2)C(=O)O)SCC)(=O)=O)C |r| racemic-1-(((3-butyl-7-(ethylthio)-2-methyl-1,1-dioxido-5-phenyl-2,3,4,5-tetrahydro-1,2,5-benzothiadiazepin-8-yl)oxy)methyl)cyclopropane-1-carboxylic acid